2-(1,3-Benzothiazol-2-ylsulfanyl)ethanamine hydrobromide Br.S1C(=NC2=C1C=CC=C2)SCCN